ClC1=NC(=C2N=C(N(C2=N1)CC)C1=CC=NC=C1)N1CCCCC1 2-chloro-9-ethyl-6-(piperidin-1-yl)-8-(pyridin-4-yl)-9H-purine